C[C@H]1C=C(CCN1C(=O)OC(C)(C)C)B1OC(C(O1)(C)C)(C)C tert-butyl (S)-6-methyl-4-(4,4,5,5-tetramethyl-1,3,2-dioxaborolan-2-yl)-3,6-dihydropyridine-1(2H)-carboxylate